COC1=NC=C2CCN(C(C2=C1)C)C(=O)OC(C)(C)C tert-butyl 7-methoxy-1-methyl-3,4-dihydro-1H-2,6-naphthyridine-2-carboxylate